N-(methyl)acryloyl-pyrrolidine 1-p-toluenesulfonylpyrrolidine-3-acetate CC1=CC=C(C=C1)S(=O)(=O)N1CC(CC1)CC(=O)O.CC=CC(=O)N1CCCC1